CC1(OCCO1)CCCCCCC[Mg]Br [7-(2-methyl-1,3-dioxolan-2-yl)heptyl]magnesium bromide